ClC1=C(C=CC=C1)CN1N=C(N=C1)C(=O)O 1-[(2-chlorophenyl)methyl]-1,2,4-triazole-3-carboxylic acid